3-(5-Aminobenzimidazol-1-yl)piperidine-2,6-dione hydrochloride Cl.NC1=CC2=C(N(C=N2)C2C(NC(CC2)=O)=O)C=C1